C(CCCCCC)OCOCCCC(CC(CC(CC(CC(CC(C)I)C)C)C)C)C 14-iodo-4,6,8,10,12-pentamethylpentadecyl heptyloxymethyl ether